Tert-butyl 6-((trifluoromethylsulfonyl) oxy)-3,4-dihydropyridine-1(2H)-carboxylate FC(S(=O)(=O)OC1=CCCCN1C(=O)OC(C)(C)C)(F)F